NC1=NC=NN2C1=C(C=C2C=2C=C(C(=NC2C)C)C(=O)N[C@@H]2CN(C[C@@H]2F)C(=O)C2C(C2)(F)F)C(F)(F)F 5-[4-amino-5-(trifluoromethyl)pyrrolo[2,1-f][1,2,4]triazin-7-yl]-N-[(3R,4S)-1-(2,2-difluorocyclopropanecarbonyl)-4-fluoropyrrolidin-3-yl]-2,6-dimethylpyridine-3-carboxamide